C(C)(C)C1=NOC(=N1)[C@]12[C@H](CN(C1)C1=NC(=NC=C1)C1=CN=C3N1C=C(C=C3)C(F)(F)F)CCC2 3-{4-[(3aR,6aR)-3a-(3-isopropyl-[1,2,4]oxadiazol-5-yl)-hexahydro-cyclopenta[c]pyrrol-2-yl]-pyrimidin-2-yl}-6-trifluoromethyl-imidazo[1,2-a]pyridine